C=1(C(=CC=CC1)CS)CS 1,2-benzenedimethanethiol